(2S,4R)-1-acetyl-4-hydroxy-N-(4-(4-methylthiazol-5-yl)benzyl)pyrrolidine-2-carboxamide C(C)(=O)N1[C@@H](C[C@H](C1)O)C(=O)NCC1=CC=C(C=C1)C1=C(N=CS1)C